2-((5,5''-difluoro-5'-methyl-2,2''-dinitro-[1,1':3',1''-terphenyl]-2'-yl)oxy)-N,N-dimethylethanamine FC=1C=CC(=C(C1)C1=C(C(=CC(=C1)C)C1=C(C=CC(=C1)F)[N+](=O)[O-])OCCN(C)C)[N+](=O)[O-]